N1(N=CC=C1)C1=CC=C(C=N1)NC(NC=1SC(=C(C1C(=O)OCC)C)C1=CC=C(C=C1)[N+](=O)[O-])=O ethyl 2-(3-(6-(1H-pyrazol-1-yl)pyrid-3-yl)ureido)-4-methyl-5-(4-nitrophenyl)thiophene-3-carboxylate